1-(Difluoromethylene)-5-(6-(((1r,2r)-2-hydroxycyclohexyl)amino)-4,5-dimethylpyridazin-3-yl)-2,3-dihydro-1H-inden-4-ol FC(=C1CCC=2C(=C(C=CC12)C=1N=NC(=C(C1C)C)N[C@H]1[C@@H](CCCC1)O)O)F